(6-chloropyridin-2-yl)(difluoro)acetic acid ClC1=CC=CC(=N1)C(C(=O)O)(F)F